But-3-yn-1-yl (2-((S)-1-(2,3-difluorobenzyl)-5-oxopyrrolidin-2-yl)acetyl)-L-valinate FC1=C(CN2[C@@H](CCC2=O)CC(=O)N[C@@H](C(C)C)C(=O)OCCC#C)C=CC=C1F